methanesulfonic acid-tert-butyl ester C(C)(C)(C)OS(=O)(=O)C